BrC1=NN(N=C1)C=1C(=NC=CN1)C(C)NC(C1=CC(=CC(=C1)C(F)(F)F)C(F)(F)F)=O N-[1-[3-(4-bromotriazol-2-yl)pyrazin-2-yl]ethyl]-3,5-bis(trifluoro-methyl)benzamide